OC1=C(C=CC(=C1)C(F)(F)F)C1=C2C(=C(N=N1)NC1C(N(CC1)C)=O)C=NC=C2 3-[[1-[2-hydroxy-4-(trifluoromethyl)phenyl]pyrido[3,4-d]pyridazin-4-yl]amino]-1-methyl-pyrrolidin-2-one